C1(=CC=C(C=C1)CCCCCCCCCCCCCCCCCC(=O)N)CCCCCCCCCCCCCCCCCC(=O)N p-phenylenebis-stearic acid amide